(2-methylcyclohexylidene)diphenol CC1C(CCCC1)(C1=C(C=CC=C1)O)C1=C(C=CC=C1)O